CC1=CC2=C(N=NN(C2=O)CC(=O)O)C=C1 2-(6-methyl-4-oxo-benzo[d][1,2,3]triazin-3(4H)-yl)acetic acid